ClC=1C=C(CNC2=CC(C3=C(SC=C3)C2=O)=O)C=CC1 6-((3-chlorobenzyl)amino)benzo[b]thiophene-4,7-dione